5-bromo-3,6-difluoropyridin-2-amine BrC=1C=C(C(=NC1F)N)F